C(C)N1CC(C1)C(=O)N(C)C1CCC(CC1)C1=NNC(=C1C(C)C)C=1C=C(C=2N(C1)N=CN2)C 1-ethyl-N-(4-(4-isopropyl-5-(8-methyl-[1,2,4]triazolo[1,5-a]pyridin-6-yl)-1H-pyrazol-3-yl)cyclohexyl)-N-methylazetidine-3-carboxamide